5-difluoromethyl-3-(8,8-difluoro-7-oxobicyclo[4.2.0]oct-1,3,5-triene-2-enyloxy)benzonitrile FC(C=1C=C(C=C(C#N)C1)OC1=C=C=C2C(C(C2=C1)=O)(F)F)F